5-[2-(4-fluorophenyl)acetyl]-2,2-dimethyl-1,3-dioxane-4,6-dione FC1=CC=C(C=C1)CC(=O)C1C(OC(OC1=O)(C)C)=O